FC(COC1CN(C1)C1=CC=C(C=C1)C1CN(C1)C(=O)N1C[C@@H](CC1)C(=O)N)(F)F (3R)-1-[3-[4-[3-(2,2,2-Trifluoroethoxy)azetidin-1-yl]phenyl]azetidine-1-carbonyl]pyrrolidine-3-carboxamide